MethylPropylEther COCCC